C1(CC1)C=1N=NN(C1)[C@H](C(=O)N1[C@@H](C[C@H](C1)O)C(=O)NC[C@H]1[C@@H](C1)C1=C(C=CC=C1F)F)C(C)(C)C (2S,4r)-1-[(2S)-2-(4-cyclopropyl-triazol-1-yl)-3,3-dimethyl-butyryl]-N-[[(1r,2r)-2-(2,6-difluorophenyl)cyclopropyl]methyl]-4-hydroxy-pyrrolidine-2-carboxamide